(S)-N-benzyl-2-(3-(5-(trifluoromethyl)pyridin-2-yloxy)pyrrolidin-1-yl)benzamide C(C1=CC=CC=C1)NC(C1=C(C=CC=C1)N1C[C@H](CC1)OC1=NC=C(C=C1)C(F)(F)F)=O